CS(=O)(=O)C1=NC=C(C=C1)[N+](=O)[O-] 2-(methylsulfonyl)-5-nitropyridine